3,5-dichloro-dihydroxybenzenesulfonic acid ClC=1C(=C(C(=C(C1)Cl)O)S(=O)(=O)O)O